2-ethyl 5-iodo-1-(4-methoxybenzyl)-1H-1,2,3-triazole-4-carboxylate IC1=C(N=NN1CC1=CC=C(C=C1)OC)C(=O)OCC